sodium hydrogen phosphate P(=O)(O)([O-])[O-].[Na+].[Na+]